C(C)N1N=CC(=C1)C=1C=CC=2N(C1)C=C(N2)C(=O)N 6-(1-ethyl-1H-pyrazol-4-yl)imidazo[1,2-a]pyridine-2-carboxamide